ClC1=C(C=CC=C1)C(N1N=CC=2C1=CN=C(C2)C(=O)OC)C2CC2 methyl 1-((2-chlorophenyl)(cyclopropyl)methyl)-1H-pyrazolo[3,4-c]pyridine-5-carboxylate